N2-cyclopropyl-N4-(3-(4-methoxyphenyl)isoxazol-5-yl)pyrimidine-2,4-diamine C1(CC1)NC1=NC=CC(=N1)NC1=CC(=NO1)C1=CC=C(C=C1)OC